(2S)-1-[(2S)-2-cyclohexyl-2-[[(2S)-2-(methylamino)propanoyl]amino]acetyl]-N-(4-phenylthiadiazol-5-yl)pyrrolidine-2-carboxamide C[C@@H](C(=O)N[C@@H](C1CCCCC1)C(=O)N2CCC[C@H]2C(=O)NC3=C(N=NS3)C4=CC=CC=C4)NC